OC1=C(C=C(C=C1)S(=O)(=O)N)CO 4-hydroxy-3-(hydroxymethyl)benzenesulfonamide